C1(=CC=CC=C1)[N+](=C)[O-] N-phenylmethanimine oxide